propargyl-alanine C(C#C)N[C@@H](C)C(=O)O